N2-methyl-3-nitro-pyridine-2,4-diamine CNC1=NC=CC(=C1[N+](=O)[O-])N